C=CC=CCCCCCCCCCCCCC heptadecane-diene